(S)-1'-(3-(1-phenylcyclopropyl)-1H-pyrazolo[3,4-b]pyrazin-6-yl)-1,3-dihydrospiro[indene-2,4'-piperidin]-1-amine C1(=CC=CC=C1)C1(CC1)C1=NNC2=NC(=CN=C21)N2CCC1(CC2)[C@@H](C2=CC=CC=C2C1)N